(3S)-3-((tert-butoxycarbonyl)amino)-1-(cyclopropylamino)-1-oxo-4-((S)-2-oxopyrrolidin-3-yl)butan-2-yl acetate C(C)(=O)OC(C(=O)NC1CC1)[C@H](C[C@H]1C(NCC1)=O)NC(=O)OC(C)(C)C